N1=C(N=CC2=CC=CC=C12)NC1CCC(CC1)N(C(C)=O)C1=CC=C(C=C1)C=1C=CC(=NC1)N1[C@@H]2CN([C@H](C1)C2)CC(=O)O 2-((1S,4S)-5-(5-(4-(N-((1r,4R)-4-(quinazolin-2-ylamino)cyclohexyl)acetamido)phenyl)pyridin-2-yl)-2,5-diazabicyclo[2.2.1]hept-2-yl)acetic acid